tert-butyl 6-amino-3-fluoro-1H-indole-1-carboxylate NC1=CC=C2C(=CN(C2=C1)C(=O)OC(C)(C)C)F